OC1=CNC=CC1=O 3-hydroxypyridin-4(1H)-one